3-fluoro-N-[(1s,4s)-4-{[2-(trifluoromethyl)quinolin-4-yl]amino}cyclohexyl]benzamide FC=1C=C(C(=O)NC2CCC(CC2)NC2=CC(=NC3=CC=CC=C23)C(F)(F)F)C=CC1